C(C1=CC=CC=C1)(=O)OOC(C)(C)C tert-Butyl Benzoperoxoate